8-(2,4-dichlorophenyl)-9-(3,5-difluoro-4-((1-(3-fluoropropyl)azetidin-3-ylidene)methyl)phenyl)-6,7-dihydro-5H-benzo[7]annulene-3-carboxylic acid hydrochloride Cl.ClC1=C(C=CC(=C1)Cl)C=1CCCC2=C(C1C1=CC(=C(C(=C1)F)C=C1CN(C1)CCCF)F)C=CC(=C2)C(=O)O